Cl.NCC=1C=NN(C1)CC1=CC2=C(C(=NO2)NS(=O)(=O)C2=C(C=CC=C2OC)OC)C(=C1)OC N-(6-((4-(aminomethyl)-1H-pyrazol-1-yl)methyl)-4-methoxybenzo[d]isoxazol-3-yl)-2,6-dimethoxybenzenesulfonamide hydrochloride